4-bromo-5-(methoxymethyl)-1-methyl-triazole BrC=1N=NN(C1COC)C